[(3S)-pyrrolidin-3-yl] 5-[6-[5-(6-methyl-2-pyridyl)-1H-imidazol-4-yl]-3-quinolyl]pyridine-2-carboxylate CC1=CC=CC(=N1)C1=C(N=CN1)C=1C=C2C=C(C=NC2=CC1)C=1C=CC(=NC1)C(=O)O[C@@H]1CNCC1